O1C2=C(N(CC1)NC(=O)C1=C(C3=NC=C(C(=C3S1)C1=C(C(=CC(=C1)F)F)F)F)N1CCOCC1)C=CC=C2 N-(2,3-dihydro-4H-benzo[b][1,4]oxazin-4-yl)-6-fluoro-3-morpholino-7-(2,3,5-trifluorophenyl)thieno[3,2-b]pyridine-2-carboxamide